CN1N=C(C=C1C)NC1=NC=C(C(=N1)C1=CNC2=C(C=CC=C12)N1C(C2=CC=CC(=C2C1)C1=CC(=NC=C1)C)=O)C 2-(3-(2-((1,5-dimethyl-1H-pyrazol-3-yl)amino)-5-methylpyrimidin-4-yl)-1H-indol-7-yl)-4-(2-methylpyridin-4-yl)isoindolin-1-one